CN(CCOC1=CC=C(C=N1)N1C(NC2=C1C(=CC=C2)C)=O)C 1-(6-(2-(dimethylamino)ethoxy)pyridin-3-yl)-7-methyl-1H-benzo[d]imidazol-2(3H)-one